1-benzyl-3,3-dimethylindol-2-one C(C1=CC=CC=C1)N1C(C(C2=CC=CC=C12)(C)C)=O